N-(2-(2-aminoethoxy)ethyl)-2-(cyclooct-2-yn-1-yloxy)acetamide NCCOCCNC(COC1C#CCCCCC1)=O